FC(C1=C(N=NC(=C1)C1=C(C=CC=C1)OC(F)(F)F)NC1C[C@@H]2[C@@H](CN(C2)CC2CCOCC2)C1)F (3aR,5s,6aS)-N-(4-(difluoromethyl)-6-(2-(trifluoromethoxy)phenyl)pyridazin-3-yl)-2-((tetrahydro-2H-pyran-4-yl)methyl)octahydrocyclopenta[c]pyrrol-5-amine